O=C1N(CCC1)CC1=CC=C(C=O)C=C1 4-[(2-Oxopyrrolidin-1-yl)methyl]benzaldehyde